C(CCCCCCCCCCCCCC)OC[C@H](COC(C1=CC=CC=C1)(C1=CC=CC=C1)C1=CC=CC=C1)O (R)-1-(pentadecyloxy)-3-(trityloxy)propan-2-ol